N[C@@H]1CN(CC[C@@H]1F)C=1C2=C(N=CN1)C(=CC(=N2)C2=CC=C(C=C2)CN2CCOCC2)C(=O)N 4-((3R,4S)-3-amino-4-fluoropiperidin-1-yl)-6-(4-(morpholinomethyl)phenyl)pyrido[3,2-d]pyrimidine-8-carboxamide